C1(C2C(C(=O)O1)CC=CC2)=O 1,2,3,6-tetrahydrophthalic Anhydride